Ethyl 2-[6-(propan-2-ylamino)pyridin-3-yl]pyrazolo[1,5-a]pyrimidine-3-carboxylate CC(C)NC1=CC=C(C=N1)C1=NN2C(N=CC=C2)=C1C(=O)OCC